NC=1C2=C(N=CN1)N(C=C2C2=C(C=C(C=C2)NC(C(O)C2=CC(=CC=C2)F)=O)Cl)C N-(4-(4-amino-7-methyl-7H-pyrrolo[2,3-d]pyrimidin-5-yl)-3-chlorophenyl)-2-(3-fluorophenyl)-2-hydroxyacetamide